COC(C1=CC=C(C=C1)C1=C(N(C2=CC=C(C=C12)O)C1=CC=C(C=C1)F)C(CC#N)(C)C)=O.N1(CCCC1)C1=CC=NC=C1 4-(1-pyrrolidinyl)pyridine methyl-4-[2-(2-cyano-1,1-dimethyl-ethyl)-1-(4-fluorophenyl)-5-hydroxy-indol-3-yl]benzoate